thioisocyanatopyridine N(=C=S)C1=NC=CC=C1